tert-butyldimethyl-((4-(1-phenylvinyl)phenyl)ethynyl)silane C(C)(C)(C)[Si](C#CC1=CC=C(C=C1)C(=C)C1=CC=CC=C1)(C)C